C(C)OC(=O)C=1[C@@H](N=C(NC1CN1C[C@@H]2[C@](CC1)(C(NC2)=O)F)C=2SC=CN2)C2=C(C(=CC=C2)F)C (S)-6-(((3aR,7aR)-7a-fluoro-1-oxooctahydro-5H-pyrrolo[3,4-c]pyridin-5-yl)methyl)-4-(3-fluoro-2-methylphenyl)-2-(thiazol-2-yl)-1,4-dihydropyrimidine-5-carboxylic acid ethyl ester